C[C@H]1N(CCOC1)C1=NC2=C(N=CC=C2C(=C1)C1=NN(C=C1)CCO)C1=CC=NN1 2-(3-{2-[(3R)-3-methylmorpholin-4-yl]-8-(1H-pyrazol-5-yl)-1,7-naphthyridin-4-yl}-1H-pyrazol-1-yl)ethanol